3-(3-chlorophenyl)phenanthrene ClC=1C=C(C=CC1)C=1C=CC=2C=CC3=CC=CC=C3C2C1